FC1=C(C2=C(N(C(N2C)=O)N2C(CCCC2=O)=O)C=C1)N1CCNCC1 (5-fluoro-3-methyl-2-oxo-4-piperazin-1-yl-benzimidazol-1-yl)piperidine-2,6-dione